NC(C)(C(C)(C)N)C 2,3-Diamino-2,3-dimethylbutan